C(C)OC(=O)C=1C=NN(C1)CC1=C(C(=C(C=C1)N1CC2CC2C1)C#N)F 1-[(4-{3-azabicyclo[3.1.0]hex-3-yl}-3-cyano-2-fluorophenyl)methyl]-1H-pyrazole-4-carboxylic acid ethyl ester